Palladium-tin oxide [Sn]=O.[Pd]